ClC1=C(C=CC(=C1)F)C1=CC=NC2=CC(=CC=C12)O[C@@H](C(=O)N1C[C@H](CCC1)CC(=O)O)C 2-[(3R)-1-[(2R)-2-[[4-(2-chloro-4-fluoro-phenyl)-7-quinolyl]oxy]propanoyl]-3-piperidyl]acetic acid